1-(1-(5-(triFluoromethyl)pyrimidin-2-yl)piperidin-4-yl)cyclopropanecarboxamide FC(C=1C=NC(=NC1)N1CCC(CC1)C1(CC1)C(=O)N)(F)F